titanium malonate bis(acetoacetate) C(CC(=O)C)(=O)[O-].C(CC(=O)C)(=O)[O-].C(CC(=O)[O-])(=O)[O-].[Ti+4]